2-(4-chloro-3-fluorophenoxy)-N-{3-[(5-chloropyridine-2-sulfonyl)amino]bicyclo[1.1.1]pentan-1-yl}acetamide strontium-bismuth [Bi].[Sr].ClC1=C(C=C(OCC(=O)NC23CC(C2)(C3)NS(=O)(=O)C3=NC=C(C=C3)Cl)C=C1)F